N,N-dimethylazetidin-3-amine hydrobromide Br.CN(C1CNC1)C